(3Z)-7-iodo-3-hepten-1-ol ICCC\C=C/CCO